C1(CC1)[C@H]1[C@@H](N(C1)C)C(=O)[O-].[Li+] lithium (2R,3R)-3-cyclopropyl-1-methylazetidine-2-carboxylate